2-methoxy-4-[[[2-(1-piperidinyl)-4-pyridinyl]methylamino]-methyl]phenol COC1=C(C=CC(=C1)CNCC1=CC(=NC=C1)N1CCCCC1)O